2-chloro-3-(4,4,5,5-tetramethyl-1,3,2-dioxaborolan-2-yl)aniline Francium octanoate C(CCCCCCC)(=O)[O-].[Fr+].ClC1=C(N)C=CC=C1B1OC(C(O1)(C)C)(C)C